2-chloro-9-isopropyl-N-(2-(3-(4-methylpiperazin-1-yl)-1H-pyrazol-1-yl)benzyl)-9H-purin-6-amine ClC1=NC(=C2N=CN(C2=N1)C(C)C)NCC1=C(C=CC=C1)N1N=C(C=C1)N1CCN(CC1)C